(1R)-2,3-dihydro-1H-inden-1-amine [C@H]1(CCC2=CC=CC=C12)N